(1S,4S,5R)-5-[[3-(2-chloro-6-methylphenyl)-5-(1-fluorocyclopropyl)-1,2-oxazol-4-yl]methoxy]-2-azabicyclo[2.2.1]heptane ClC1=C(C(=CC=C1)C)C1=NOC(=C1CO[C@H]1[C@@H]2CN[C@H](C1)C2)C2(CC2)F